4-(4-(1-(2-((2-((carboxymethyl)amino)-2-oxoethyl)amino)-2-oxoethyl)-7'-fluoro-1'-methyl-1H,1'H-[4,6'-biindazol]-3-yl)piperidin-1-yl)-4-oxobutanoic acid C(=O)(O)CNC(CNC(CN1N=C(C=2C(=CC=CC12)C1=CC=C2C=NN(C2=C1F)C)C1CCN(CC1)C(CCC(=O)O)=O)=O)=O